niobium potassium sodium bismuth iron [Fe].[Bi].[Na].[K].[Nb]